2-(6-Azaspiro[2.5]octane-6-yl)benzamide C1CC12CCN(CC2)C2=C(C(=O)N)C=CC=C2